FC1=CC(=C(C=C1)C=1C=C2C(=NC1)NC(N2CC2=CC=C(C=C2)F)=O)C 6-(4-fluoro-2-methyl-phenyl)-1-[(4-fluorophenyl)methyl]-3H-imidazo[4,5-b]pyridin-2-one